FC1(CNC2C(O1)CC=1C=C(C=CC12)OC(F)(F)F)C fluoro-2-methyl-7-(trifluoromethoxy)-2,3,4,4a,9,9a-hexahydroindeno[2,1-b][1,4]oxazine